ethyl (6R,9S)-4-(3,5-difluoropyridin-2-yl)-6,7,8,9-tetrahydro-5H-6,9-epoxycyclohepta[b]pyridine-2-carboxylate FC=1C(=NC=C(C1)F)C1=C2C(=NC(=C1)C(=O)OCC)[C@@H]1CC[C@H](C2)O1